(3aR,5R,6aS)-2-(tert-butoxycarbonyl)-hexahydro-1H-cyclopenta[c]pyrrole-5-carboxylic acid C(C)(C)(C)OC(=O)N1C[C@@H]2[C@H](C1)CC(C2)C(=O)O